2-aminoethyl 2-(1-((4'-(1,1,1,3,3,3-hexafluoro-2-hydroxypropan-2-yl)-2-methyl-[1,1'-biphenyl]-4-yl)methyl)-4-(pyridin-4-ylmethyl)piperazin-2-yl)acetate FC(C(C(F)(F)F)(O)C1=CC=C(C=C1)C1=C(C=C(C=C1)CN1C(CN(CC1)CC1=CC=NC=C1)CC(=O)OCCN)C)(F)F